4-amino-N-[(3S)-6-[2-[1-(cyanomethyl)cyclopropyl]ethynyl]-2,3-dihydrobenzofuran-3-yl]-7-fluoro-N-methyl-imidazo[1,5-a]quinoxaline-8-carboxamide NC=1C=2N(C3=CC(=C(C=C3N1)F)C(=O)N(C)[C@@H]1COC3=C1C=CC(=C3)C#CC3(CC3)CC#N)C=NC2